7-trifluoromethyl-4-(4-methyl-1-piperazinyl)pyrrolo[1,2-a]-quinoxaline dimaleate C(\C=C/C(=O)O)(=O)O.C(\C=C/C(=O)O)(=O)O.FC(C=1C=C2N=C(C=3N(C2=CC1)C=CC3)N3CCN(CC3)C)(F)F